ClC1=CC=C(N=N1)N1CCC2([C@@H]([C@@H](OC2)C)N)CC1 (3S,4S)-8-(6-chloropyridazin-3-yl)-3-methyl-2-oxa-8-azaspiro[4.5]decan-4-amine